CCC(CCCCCCCC)N Undecane-3-amine